C(C)(=O)C1=C(C=CC=C1)N(N=O)C N-(2-acetylphenyl)-N-methylnitrosamide